BrC1=C(C=C(C(=N1)C(=O)C(C(CC)=O)N1CCN(CC1)C(=O)OC(C)(C)C)NCC1=CC=C(C=C1)OC)F Tert-butyl 4-[1-[6-bromo-5-fluoro-3-[(4-methoxyphenyl) methylamino]pyridine-2-carbonyl]-2-oxobutyl]piperazine-1-carboxylate